2-methoxy-8,8-dimethyl-1-oxaspiro[4.5]decane COC1OC2(CC1)CCC(CC2)(C)C